CN1N(C(C=C1C)=O)C1=CC(=CC(=C1)C)C 1,5-dimethyl-2-(3',5'-dimethylphenyl)-1,2-dihydro-3H-pyrazol-3-one